2-(5-oxo-1-(pyridin-2-ylmethyl)pyrrolidin-3-yl)benzamide O=C1CC(CN1CC1=NC=CC=C1)C1=C(C(=O)N)C=CC=C1